CN(CCCNC(CN1C=NC=2N(C(N(C(C12)=O)C)=O)C)=O)C N-[3-(dimethylamino)propyl]-2-(1,3-dimethyl-2,6-dioxopurin-7-yl)acetamide